benzothiophenyldibenzothiophene S1C(=CC2=C1C=CC=C2)C2=CC=CC=1SC3=C(C12)C=CC=C3